{(5S,8r)-8-[(S)-2-(2,6-difluorophenyl)-1-pyrrolidinyl]-2-aza-2-spiro[4.5]decyl}[5-(hydroxymethyl)-2-furyl]methanone FC1=C(C(=CC=C1)F)[C@H]1N(CCC1)C1CCC2(CCN(C2)C(=O)C=2OC(=CC2)CO)CC1